(S)-3-(cyclopent-1-en-1-yl)-1-((R)-2-methyloxiran-2-yl)-1-oxopropan-2-aminium C1(=CCCC1)C[C@@H](C(=O)[C@@]1(OC1)C)[NH3+]